Methyldiphenyl-(p-carboxyphenyl)silane tert-butyl-3-((4-([1,1'-biphenyl]-3-yl)-5-chloropyrimidin-2-yl)amino)piperidine-1-carboxylate C(C)(C)(C)OC(=O)N1CC(CCC1)NC1=NC=C(C(=N1)C=1C=C(C=CC1)C1=CC=CC=C1)Cl.C[Si](C1=CC=C(C=C1)C(=O)O)(C1=CC=CC=C1)C1=CC=CC=C1